2-methyl-6-chloro-1,2,3,4,4a,9a-hexahydroanthraquinone CC1CC2C(C3=CC=C(C=C3C(C2CC1)=O)Cl)=O